FC=1C(=C(OC2=NC=C(C(=C2C=2NC3=CC=CC(=C3C(C2)=O)N2C(CCC2)=O)C)C(F)(F)F)C=CC1F)C 2-[2-(3,4-difluoro-2-methyl-phenoxy)-4-methyl-5-(trifluoromethyl)-3-pyridyl]-5-(2-oxopyrrolidin-1-yl)-1H-quinolin-4-one